FC(C=1C(=NC=C(C1)C(F)(F)F)CC(=O)N1[C@@H]([C@@H](CC1)N[S@](=O)C(C)(C)C)C1=C(C(=CC=C1)Cl)Cl)(F)F (R)-N-[(2R,3R)-1-[2-[3,5-Bis(trifluoromethyl)-2-pyridyl]acetyl]-2-(2,3-dichlorophenyl)pyrrolidin-3-yl]-2-methyl-propane-2-sulfinamide